C(CCC)OC(=O)N[C@H](C(=O)O)CCCCN(C)C (2S)-2-(butoxycarbonylamino)-6-(dimethylamino)hexanoic acid